tert-butyl-4-(3-(5-(difluoromethyl)-1,3,4-thiadiazol-2-yl)-6-(N-(1-methylcyclopropyl)sulfamoyl)imidazo[1,5-a]pyridin-8-yl)piperidine-1-carboxylate C(C)(C)(C)OC(=O)N1CCC(CC1)C=1C=2N(C=C(C1)S(NC1(CC1)C)(=O)=O)C(=NC2)C=2SC(=NN2)C(F)F